(5S,6S)-6-((S)-5H-imidazo[5,1-a]isoindol-5-yl)-2-methyl-5,6,7,8-tetrahydroquinazolin-5-ol C=1N=CN2C1C1=CC=CC=C1[C@@H]2[C@H]2[C@@H](C=1C=NC(=NC1CC2)C)O